chloro-6-methylpyridazine-3-carbonitrile ClC1=C(N=NC(=C1)C)C#N